COC(C(CC1=CC(=C(C=C1)C)CN1C[C@H](OC=2C(C1)=CC=C1C2OC(O1)(F)F)CC)(C)C)=O 3-(3-(((R)-9-ethyl-2,2-difluoro-8,9-dihydro-[1,3]dioxolano[4',5':3,4]benzo[1,2-f][1,4]oxazepin-7(6H)-yl)methyl)-4-methylphenyl)-2,2-dimethylpropionic acid methyl ester